[C@@H]1(CC[C@@H](C)O1)N1C(=O)NC(=O)C(C)=C1 deoxy-3'-deoxythymidin